BrC1=C(C=CC=C1)NCC(=O)O (2-bromophenyl)glycine